FC(CN1C(=NC2=NC=C(C=C21)C2=CNC=1N=C(N=C(C12)OC)NCC(C)(C)F)C)F 5-(1-(2,2-Difluoroethyl)-2-methyl-1H-imidazo[4,5-b]pyridin-6-yl)-N-(2-fluoro-2-methylpropyl)-4-methoxy-7H-pyrrolo[2,3-d]pyrimidin-2-amine